5-chloro-7-(1-ethylcyclobutyl)-2-{[(3R,4R)-3-hydroxy-1-methanesulfonylpiperidin-4-yl]amino}pyrrolo[2,1-f][1,2,4]triazine-6-carbonitrile ClC=1C(=C(N2N=C(N=CC21)N[C@H]2[C@@H](CN(CC2)S(=O)(=O)C)O)C2(CCC2)CC)C#N